CC1(OB(OC1(C)C)CCC#N)C 3-(4,4,5,5-tetramethyl-1,3,2-dioxaborolan-2-yl)propionitrile